1-(3-bromo-4-fluorophenyl)-2,2,2-trifluoroethan-1-amine BrC=1C=C(C=CC1F)C(C(F)(F)F)N